C1(CC1)C(=O)C1=CC(=C(C=C1)CBr)F (4-(bromomethyl)-3-fluorophenyl) (cyclopropyl) ketone